The molecule is the (R)-enantiomer of 2,6-dimethylheptyl hydrogen sulfate. It is a conjugate acid of a (2R)-2,6-dimethylheptyl sulfate. It is an enantiomer of a (2S)-2,6-dimethylheptyl hydrogen sulfate. C[C@H](CCCC(C)C)COS(=O)(=O)O